lithium dicyanoimidazolate C(#N)C=1N=C([N-]C1)C#N.[Li+]